ClC(C(=O)[O-])CC(C)C α-chloroisocaproate